COC(C=CC1=CC=C(C=C1)C1=CC(=C(C=C1)OCCC(NOC1OCCCC1)=O)C12CC3CC(CC(C1)C3)C2)=O 3-{3'-adamantan-1-yl-4'-[2-(tetrahydro-pyran-2-yloxycarbamoyl)-ethoxy]-biphenyl-4-yl}-acrylic acid methyl ester